FC(C(=O)O)(F)F.N1C(=CC=2C=NC=CC21)CNC(=O)[C@@H]2CCC=1N2C(C(=NC1Cl)NC1(CC1)C=1C=C(C=CC1)C)=O (S)-N-((1H-pyrrolo[3,2-c]pyridin-2-yl)methyl)-1-chloro-4-oxo-3-((1-(m-tolyl)cyclopropyl)amino)-4,6,7,8-tetrahydropyrrolo[1,2-a]pyrazine-6-carboxamide trifluoroacetate